N=C1C(=CC=CC1)C1=CC=CC=C1 iminobiphenyl